4-bromo-2-(tert-butyl)-1-fluorobenzene BrC1=CC(=C(C=C1)F)C(C)(C)C